Cholin OCC[N+](C)(C)C